CC1=CN=C(N1C=1C=CC=2N(C1)C(=CN2)C(=O)N)C2=NC(=CC=C2)C 6-(5-Methyl-2-(6-methylpyridin-2-yl)-1H-imidazol-1-yl)imidazo[1,2-a]pyridine-3-carboxamide